OC=1C(=C(C(=NC1C(C)C)CCC1=CC=C(C=C1)OC)C(=O)OC)C(=O)OC Dimethyl 5-hydroxy-6-isopropyl-2-(4-methoxyphenethyl)pyridine-3,4-dicarboxylate